FC=1C(=C(C=CC1F)[C@@H]1[C@H](O[C@]([C@@H]1C)(C(F)(F)F)C)C(=O)NC1=NC=CC(=C1)C(=O)N)OC 2-[[(2S,3r,4r,5r)-3-(3,4-difluoro-2-methoxy-phenyl)-4,5-dimethyl-5-(trifluoromethyl)tetrahydrofuran-2-carbonyl]amino]pyridine-4-carboxamide